S(=O)(=O)(O)CC[Na].C(C=C)(=O)O acrylic acid sulfoethyl-sodium salt